P(=O)(OC[C@@H]1O[C@@H]([C@@H]([C@H]([C@@H]1O)O)O)OC1=C(C=C(C=C1)C1=CC(=CC=C1)C(NC)=O)C)(O)O [(2S,3S,4S,5R,6R)-3,4,5-trihydroxy-6-[2-methyl-4-[3-(methylcarbamoyl) phenyl]phenoxy] tetrahydropyran-2-yl]methyl dihydrogen phosphate